FS(C1=CC=C(C=C1)N[C@@H]1CC[C@H](CC1)S(=O)(=O)C1=CC=C(C=C1)C=1C=C2CC(NC2=CC1)=O)(F)(F)(F)F 5-(4-{[trans-4-{[4-(pentafluoro-λ6-sulfanyl)phenyl]Amino}cyclohexyl]sulfonyl}phenyl)-2,3-dihydro-1H-indol-2-one